1,3-bis(2,4,6-trimethylphenyl)imidazole hydrochloride Cl.CC1=C(C(=CC(=C1)C)C)N1CN(C=C1)C1=C(C=C(C=C1C)C)C